Cl.C1OCCC12CNCCC2 2-oxa-7-azaspiro[4.5]decane hydrochloride